ClC1=C(OCCC(C=2SC=CC2)NC)C=CC(=C1)Cl 3-(2,4-dichlorophenoxy)-1-(thiophen-2-yl)-N-methylpropylamine